ClC1=C(C=CC(=C1)N1CC2(CCOC2)CC1)[C@H]1COCCCN1C1=NC(=NC(=C1)C)N 4-[(3S)-3-[2-chloro-4-(2-oxa-7-azaspiro[4.4]nonan-7-yl)phenyl]-1,4-oxazepan-4-yl]-6-methyl-pyrimidin-2-amine